C12COCC(CC1)N2C2=NC(=NC(=C2)Cl)N2C1COCC2CC1 8-(4-(3-oxa-8-azabicyclo[3.2.1]oct-8-yl)-6-chloropyrimidin-2-yl)-3-oxa-8-azabicyclo[3.2.1]octane